The molecule is a glycoside formed between the branched tetrasaccharide alpha-L-Fuc-(1->2)-[alpha-D-GalNAc-(1->3)]-beta-D-Gal-(1->3)-beta-D-Gal and the alkenyl alcohol oct-7-en-1-ol. It contains an alpha-L-Fucp-(1->2)-[alpha-D-GalpNAc-(1->3)]-beta-D-Galp-(1->3)-beta-D-Galp-yl group. It derives from an oct-7-en-1-ol. C[C@H]1[C@H]([C@H]([C@@H]([C@@H](O1)O[C@@H]2[C@H]([C@H]([C@H](O[C@H]2O[C@H]3[C@H]([C@H](O[C@H]([C@@H]3O)OCCCCCCC=C)CO)O)CO)O)O[C@@H]4[C@@H]([C@H]([C@H]([C@H](O4)CO)O)O)NC(=O)C)O)O)O